(R)-4-(2-((1-(5-chloro-6-oxo-1,6-dihydropyridazin-4-yl)pyrrolidin-3-yl)oxy)-6-fluoropyridin-4-yl)-N-cyclopropyl-3-methylbenzenesulfonamide ClC1=C(C=NNC1=O)N1C[C@@H](CC1)OC1=NC(=CC(=C1)C1=C(C=C(C=C1)S(=O)(=O)NC1CC1)C)F